NCCN1C(=[NH+]C=C1)C 1-(2'-aminoethyl)-2-methyl-1H-imidazol-3-ium